5-((1-((2-((N-ethylsulfamoyl)amino)pyridin-4-yl)methyl)pyrrolidin-3-yl)oxy)-N,6-dimethylpicolinamide C(C)NS(=O)(=O)NC1=NC=CC(=C1)CN1CC(CC1)OC=1C=CC(=NC1C)C(=O)NC